((3aR,6aS)-5-(4,6-dimethylpyrimidin-2-yl)hexahydropyrrolo[3,4-c]pyrrol-2(1H)-yl)(6-fluoro-2-(pyridin-2-yl)indolizin-1-yl)methanone CC1=NC(=NC(=C1)C)N1C[C@@H]2[C@H](C1)CN(C2)C(=O)C=2C(=CN1C=C(C=CC21)F)C2=NC=CC=C2